C(C)C=1C(=NC=C(C1)N)N 3-Ethylpyridine-2,5-diamine